(S)-5-benzyl-N-(7-isopentyl-5-methyl-4-oxo-2,3,4,5-tetrahydrobenzo[b][1,4]oxazepin-3-yl)-1H-1,2,4-triazole-3-carboxamide C(C1=CC=CC=C1)C1=NC(=NN1)C(=O)N[C@@H]1C(N(C2=C(OC1)C=CC(=C2)CCC(C)C)C)=O